ClC1=C(C=CC=C1F)[C@@H]1[C@@H]2C([C@@H]2CN1C=1C=NC(=NC1)C(=O)O)(F)F 5-((1R,2S,5S)-2-(2-Chloro-3-fluorophenyl)-6,6-difluoro-3-azabicyclo[3.1.0]hexan-3-yl)pyrimidine-2-carboxylic acid